FC=1C=C(C=C(C1)F)[C@H]1[C@@H](CN(C1)CCOC)NC(N)=O 3-((3S,4R)-4-(3,5-difluorophenyl)-1-(2-methoxyethyl)pyrrolidin-3-yl)urea